CC1=CN=C(O1)C1CN(C1)[C@@H]1[C@@H](CCCC1)OC=1C=C2CN(C(C2=CC1)=O)N1C(CCCC1=O)=O (5-(((cis)-2-(3-(5-meth-yloxazol-2-yl)azetidin-1-yl)-cyclohexyl)oxy)-1-oxoisoindolin-2-yl)piperidine-2,6-dione